2-Amino-N-(2,4-dimethoxybenzyl)-4,5,6,7-tetrahydrobenzo[b]thiophene-3-carboxamide NC1=C(C2=C(S1)CCCC2)C(=O)NCC2=C(C=C(C=C2)OC)OC